N[C@H](COC1=CC=C(C=C1)C1=CC=C(C=C1)C=CC(CO)N1C(=NC=C1)[C@H](C)O)CO 4-(4'-((S)-2-amino-3-hydroxypropoxy)-[1,1'-biphenyl]-4-yl)-2-(2-((S)-1-hydroxyethyl)-1H-imidazol-1-yl)but-3-en-1-ol